tert-butyl ((trans)-3-aminocyclobutyl)carbamate N[C@@H]1C[C@H](C1)NC(OC(C)(C)C)=O